(rac)-((1s,3s)-3-Hydroxy-3-methylcyclobutyl)(6-(4,5,6,7-tetrahydropyrazolo[1,5-a]pyridin-2-yl)-2-azaspiro[3.4]octan-2-yl)methanone OC1(CC(C1)C(=O)N1CC2(C1)C[C@@H](CC2)C2=NN1C(CCCC1)=C2)C |r|